6-(2-bromo-6-isopropyl-4H-thieno[3,2-b]pyrrol-5-yl)-2,5-dimethyl-[1,2,4]triazolo[4,3-a]pyridin-3(2H)-one BrC1=CC=2NC(=C(C2S1)C(C)C)C=1C=CC=2N(C1C)C(N(N2)C)=O